[Cl].CO methanol chlorine salt